3-(1-(2-(2,6-dioxopiperidin-3-yl)-6-fluoro-1,3-dioxoisoindolin-5-yl)piperidin-4-yl)propanal O=C1NC(CCC1N1C(C2=CC(=C(C=C2C1=O)N1CCC(CC1)CCC=O)F)=O)=O